CON(C(=O)C1=CNC=2C1=NC=CC2)C N-methoxy-N-methyl-1H-pyrrolo[3,2-b]pyridine-3-carboxamide